tert-butyl N-[3-ethylsulfonyl-5-(2,2,2-trifluoroethoxy)-2-pyridyl]carbamate C(C)S(=O)(=O)C=1C(=NC=C(C1)OCC(F)(F)F)NC(OC(C)(C)C)=O